3-(3,5-Difluorophenyl)-N-[(1R,4S)-4-[(propylsulfonylamino)carbonyl]cyclopent-2-en-1-yl]-5-(trifluoromethyl)-4H-1,2-oxazol-5-carboxamid FC=1C=C(C=C(C1)F)C1=NOC(C1)(C(=O)N[C@H]1C=C[C@H](C1)C(=O)NS(=O)(=O)CCC)C(F)(F)F